NCCCCCCO 6-Amino-1-hexanol